NC1=NC=C(C=C1C(=O)N[C@H]1COC[C@@H]1OCC1=CC=C(C=C1)C=1C=C2CCC(C2=CC1)N1CCN(CC1)CCO)C=1C=NN(C1)C 2-amino-N-{(3S,4R)-4-[(4-{1-[4-(2-hydroxyethyl)piperazin-1-yl]-2,3-dihydro-1H-inden-5-yl}phenyl)methoxy]oxolan-3-yl}-5-(1-methyl-1H-pyrazol-4-yl)pyridine-3-carboxamide